3-(4-(4-(3-(piperidin-4-yl)propyl)piperazin-1-yl)phenyl)piperidine-2,6-dione N1CCC(CC1)CCCN1CCN(CC1)C1=CC=C(C=C1)C1C(NC(CC1)=O)=O